4-[2-(4-aminopiperidin-1-yl)-5-{3-methyl-3H-imidazo[4,5-b]pyridin-6-yl}-1,3-thiazol-4-yl]benzonitrile NC1CCN(CC1)C=1SC(=C(N1)C1=CC=C(C#N)C=C1)C=1C=C2C(=NC1)N(C=N2)C